ClC=1C(=NC=C(C1)Cl)OC1CCC2(C(NC3=CC(=C(C=C23)C(=O)NCC)F)=O)CC1 cis-4-((3,5-dichloropyridin-2-yl)oxy)-N-ethyl-6'-fluoro-2'-oxospiro[cyclohexane-1,3'-indoline]-5'-carboxamide